C(C)(=O)OI1(OC(C2=C1C=CC=C2)=O)(OC(C)=O)OC(C)=O (1,1-Diacetoxy-3-oxo-1,2-benziodoxol-1-yl) acetate